N1=C(C=CC=C1)C(=O)O.C(CCCCCCC)C=1SC=CN1 octyl-thiazole picolinate